OCC1=C2CCN(CC2=CC=C1)C(=O)OC(C)(C)C tert-butyl 5-(hydroxymethyl)-3,4-dihydro-1H-isoquinoline-2-carboxylate